2-[6-[[2-oxo-5-(trifluoromethyl)-1-pyridinyl]methyl]-2-azaspiro[3.3]heptane-2-carbonyl]-2,5-diazaspiro[3.4]octan-6-one O=C1N(C=C(C=C1)C(F)(F)F)CC1CC2(CN(C2)C(=O)N2CC3(C2)NC(CC3)=O)C1